5-[(4-bromobutyl)oxy]-6-methyl-1-phenyl-4,5-dihydropyrazolo[3,4-d]pyrimidin-4-one BrCCCCON1C(=NC2=C(C1=O)C=NN2C2=CC=CC=C2)C